C(C)(C)(C)OC(=O)N([C@@H](C(C1=CN(C2=CC=CC=C12)C)(C)C)C(=O)N[C@@H](C(C)(C)C)C(=O)N([C@H](/C=C(/C(=O)N[C@H](CCC(=O)OC([C@H](N)CCCCNC(=O)OC(C)(C)C)=O)C(=O)O)\C)C(C)C)C)C N-[(2E,4S)-4-{[N-(tert-butoxycarbonyl)-N,β,β,1-tetramethyl-L-tryptophyl-3-methyl-L-valyl](methyl)amino}-2,5-dimethylhex-2-enoyl]-D-γ-glutamyl-N6-(tert-butoxycarbonyl)-D-lysinate